3-(3-(4-((3,8-diazabicyclo[3.2.1]octan-8-yl)methyl)phenyl)-5-phenyl-3H-imidazo[4,5-b]pyridin-2-yl)pyridin-2-amine C12CNCC(CC1)N2CC2=CC=C(C=C2)N2C(=NC=1C2=NC(=CC1)C1=CC=CC=C1)C=1C(=NC=CC1)N